1-(5-(((2S,4R)-1-(((S)-3,3-difluorocyclopentyl)methyl)-2-methylpiperidin-4-yl)methyl)pyrazolo[1,5-a]pyridin-3-yl)dihydropyrimidine-2,4(1H,3H)-dione FC1(C[C@H](CC1)CN1[C@H](C[C@@H](CC1)CC1=CC=2N(C=C1)N=CC2N2C(NC(CC2)=O)=O)C)F